NC1CCC(CC1)C1(NC(=NC=C1C=1C=NN(C1)C)NC1=CC(=CC(=C1)Cl)Cl)N 4-((1s,4s)-4-aminocyclohexyl)-N2-(3,5-dichlorophenyl)-5-(1-methyl-1H-pyrazol-4-yl)pyrimidine-2,4-diamine